[Na].C(C)(C)(C)O tertbutanol sodium